N=1C=NN2C1C=C(C=C2)CC2=C(C=C(C=C2)NC2=NC=NC1=C2N=C(N=C1)N1CCN(CC1)C(C=C)=O)C 1-(4-(8-((4-([1,2,4]triazolo[1,5-a]pyridin-7-ylmethyl)-3-methylphenyl)amino)pyrimido[5,4-d]pyrimidin-2-yl)piperazin-1-yl)prop-2-en-1-one